7-(4-(5-(3-hydroxyphenyl)pyridin-2-yl)piperazine-1-carbonyl)quinolin-2(1H)-one OC=1C=C(C=CC1)C=1C=CC(=NC1)N1CCN(CC1)C(=O)C1=CC=C2C=CC(NC2=C1)=O